BrC=1C=C(C=CC1)C=1N(OC(N1)(C(=O)OC)CC(=O)OC)C methyl 3-(3-bromophenyl)-5-(2-methoxy-2-oxoethyl)-2-methyl-2,5-dihydro-1,2,4-oxadiazole-5-carboxylate